COC(\C=C\C(=O)[O-])=O.[Al+].C1(=CC=CC=C1)[C@@H]1CN(C[C@H]1NC(=O)NC1=C2C(=NN1C1=CC=CC=C1)CCC2)CC(=O)N 2-((3R,4S)-3-phenyl-4-(3-(2-phenyl-2,4,5,6-tetrahydrocyclopenta[c]pyrazol-3-yl)ureido)pyrrolidin-1-yl)acetamide Aluminum monomethyl-fumarate